FCOC1=C(C=CC(=C1)S(=O)(=O)C)NCC#CC=1N(C2=CC=CC(=C2C1)NC1CCC(CC1)N(C)CCOC)CC(F)(F)F (1R,4R)-N1-(2-(3-((2-(fluoromethoxy)-4-(methylsulfonyl)phenyl)amino)prop-1-yn-1-yl)-1-(2,2,2-trifluoroethyl)-1H-indol-4-yl)-N4-(2-methoxy-ethyl)-N4-methylcyclohexane-1,4-diamine